2-methoxy-1-(2-methoxypropoxy)propane COC(COCC(C)OC)C